N-{2-[(2S)-2-Methylpyrrolidin-1-yl]-[1,3]thiazolo[5,4-c]pyridin-6-yl}-5-(oxan-4-yl)-6-[(pyrrolidin-1-yl)methyl]pyridin-2-amine C[C@@H]1N(CCC1)C=1SC=2C=NC(=CC2N1)NC1=NC(=C(C=C1)C1CCOCC1)CN1CCCC1